1-isopropyl-2-oxo-1,2-dihydropyrimidine-5-sulfonamide C(C)(C)N1C(N=CC(=C1)S(=O)(=O)N)=O